FC(C(=O)O)(F)F.CSC1CCNCC1 4-(methylthio)piperidine 2,2,2-trifluoroacetate